(1S,2S,3R,4S,5S)-1-(hydroxymethyl)-5-((6-((2-nitro-4-(1H-tetrazol-1-yl)phenyl)amino)hexyl)amino)cyclohexane-1,2,3,4-tetraol OC[C@@]1([C@H]([C@@H]([C@H]([C@H](C1)NCCCCCCNC1=C(C=C(C=C1)N1N=NN=C1)[N+](=O)[O-])O)O)O)O